BrC1=CC=C(CSCC2=CC=C(C=C2)Br)C=C1 4-Bromobenzylthioether